1-N-(4-fluorophenyl)-1-N'-[6-[7-methoxy-6-(methylcarbamoyl)quinolin-4-yl]oxypyridin-3-yl]cyclopropane-1,1-dicarboxamide FC1=CC=C(C=C1)NC(=O)C1(CC1)C(=O)NC=1C=NC(=CC1)OC1=CC=NC2=CC(=C(C=C12)C(NC)=O)OC